methyl(oxazol-5-yl)((4-(5-(trifluoromethyl)-1,2,4-oxadiazol-3-yl)benzyl)imino)-λ6-sulfanone CS(=O)(=NCC1=CC=C(C=C1)C1=NOC(=N1)C(F)(F)F)C1=CN=CO1